5-(3-chloroimidazo[1,2-b]pyridazin-6-yl)-N-((1-methylcyclopropyl)methyl)-7H-pyrrolo[2,3-d]pyrimidin-2-amine ClC1=CN=C2N1N=C(C=C2)C2=CNC=1N=C(N=CC12)NCC1(CC1)C